8-Amino-2-chloro-9-(3-methoxy-2,6-dimethylphenyl)-5-methyl-9H-pyrrolo[2,3-c][1,2,4]triazolo[1,5-a]pyridine-7-carbonitrile NC1=C(C2=C(C=3N(C(=C2)C)N=C(N3)Cl)N1C1=C(C(=CC=C1C)OC)C)C#N